C1(CC1)N1N=CC2=CC(=C(C=C12)C1CC1)N1C(OC=C1)C=1C=NC(=CC1)OC N-(1,6-dicyclopropyl-1H-indazol-5-yl)-2-(6-methoxypyridin-3-yl)oxazole